[2,6-bis(2,6-dimethoxyphenyl)phenyl]-(phenacyl)-(2-biphenylyl)phosphine COC1=C(C(=CC=C1)OC)C1=C(C(=CC=C1)C1=C(C=CC=C1OC)OC)P(C1=C(C=CC=C1)C1=CC=CC=C1)CC(=O)C1=CC=CC=C1